NC=1C=C(C=C(C1)Cl)CCN1[C@H](O[C@H](C1=O)C)C=1C(=NN(C1)C1=CC=C(C=C1)Br)C1=CC=C(C=C1)F (2R,5S)-3-(3-amino-5-chlorophenylethyl)-2-(1-(4-bromophenyl)-3-(4-fluorophenyl)-1H-pyrazol-4-yl)-5-methyloxazolidin-4-one